sulfobutyne S(=O)(=O)(O)C#CCC